(S)-N-(3-Chloro-2,4-difluorophenyl)-N-methyl-3-(7-(methylthio)thiazolo[5,4-b]pyridin-5-yl)-2-oxoimidazolidine-4-Carboxamide ClC=1C(=C(C=CC1F)N(C(=O)[C@H]1N(C(NC1)=O)C1=CC(=C2C(=N1)SC=N2)SC)C)F